(thiophene-2-carboxamide) methyl-benzoate COC(C1=CC=CC=C1)=O.S1C(=CC=C1)C(=O)N